BrC1=C2C(NC(C2=C2C(=C1)C(=CC=C2)[N+](=O)[O-])=O)C2=C(C=CC(=C2)F)Cl 4-Bromo-3-(2-chloro-5-fluorophenyl)-6-nitro-2,3-dihydro-1H-benzisoindol-1-one